O(S(=O)(=O)C(F)(F)F)C1=CC(=C(C(=C1)O)[C@H]1[C@@H](CCC(=C1)C)C(=C)C)O (1'r,2'r)-2,6-dihydroxy-5'-methyl-2'-(prop-1-en-2-yl)-1',2',3',4'-tetrahydro-[1,1'-biphenyl]-4-yl triflate